3-[[2-fluoro-3-(propylsulfamoylamino)phenyl]methyl]-7-[(3-fluoro-2-pyridyl)oxy]-4-methyl-chromen-2-one FC1=C(C=CC=C1NS(NCCC)(=O)=O)CC=1C(OC2=CC(=CC=C2C1C)OC1=NC=CC=C1F)=O